7-Chloro-1-(3-fluorophenyl)-1,3-dihydroquinazoline-2,4-dione ClC1=CC=C2C(NC(N(C2=C1)C1=CC(=CC=C1)F)=O)=O